cis,cis-1,3,5-trimethylcyclohexane-1,3,5-tricarboxylic acid CC1(CC(CC(C1)(C)C(=O)O)(C)C(=O)O)C(=O)O